C(C)OC(CNC1=C(C=C(C=C1)C)O)=O N-(2-hydroxy-4-methylphenyl)-glycine ethyl ester